FC=1C=C(C=CC1F)S(=O)(=O)NC1=C(C=C(C=C1)C=1C2=C(N=C(N1)NC(=O)C1CC1)NC=C2)F N-(4-(4-((3,4-difluorophenyl)sulfonamido)-3-fluorophenyl)-7H-pyrrolo[2,3-d]pyrimidin-2-yl)cyclopropylcarboxamide